C(C)(C)(C)OC(=O)NC(C(=O)O)CCCC(F)(F)F 2-((tert-butoxycarbonyl)amino)-6,6,6-trifluorohexanoic acid